FC1=C(C(=O)N2CC3(CN(C3)C3=NC=C(C#N)C=C3)C2)C=C(C=C1)CC1=NNC(C2=CC=C(C=C12)C#CC)=O 6-(6-(2-Fluoro-5-((4-oxo-7-(prop-1-yn-1-yl)-3,4-dihydrophthalazin-1-yl)methyl)benzoyl)-2,6-diazaspiro[3.3]heptan-2-yl)nicotinonitrile